pyrimidin-4,5-diamine N1=CN=C(C(=C1)N)N